ClC=1C=C(C=CC1)[C@@H](CO)NC(=O)C1=CN(C=C1)C1=NC(=NC=C1C)N[C@H]1COCC1 N-((S)-1-(3-chlorophenyl)-2-hydroxyethyl)-1-(5-methyl-2-(((R)-tetrahydrofuran-3-yl)amino)pyrimidin-4-yl)-1H-pyrrole-3-carboxamide